CC(C1=CC=CC=C1)C1=C(C=2NC3=CC=CC=C3SC2C=C1)C(C1=CC=CC=C1)C bis(α-methylbenzyl)phenothiazine